ClC=1C(=NC(=NC1)N1[C@H](C[C@@H](CC1)NC1=CC=C2C(=NN(C2=C1)C)[C@@H]1C(NC(CC1)=O)=O)C)NC=1C=C2CC(N(C2=CC1)C)=O (R)-3-(6-(((2S,4R)-1-(5-chloro-4-((1-methyl-2-oxoindolin-5-yl)amino)pyrimidin-2-yl)-2-methylpiperidin-4-yl)amino)-1-methyl-1H-indazol-3-yl)piperidine-2,6-dione